2-amino-N-isopropyl-5-(2-methyl-4-(3-phenylpropanamido)phenyl)nicotinamide NC1=C(C(=O)NC(C)C)C=C(C=N1)C1=C(C=C(C=C1)NC(CCC1=CC=CC=C1)=O)C